CN(CCN1C=NC2=CC=C(C=C2C1=O)C=1C=CC2=C(N=C(S2)NC(=O)NC2=CC=C(C=C2)OC)C1)C 1-(5-(3-(2-(dimethylamino)ethyl)-4-oxo-3,4-dihydroquinazolin-6-yl)benzo[d]thiazol-2-yl)-3-(4-methoxyphenyl)urea